[Si](C)(C)(C(C)(C)C)O[C@@H]1[C@H](CCCC1)NC=1C=CC2=C(SC=C2)C1 N-((1S,2S)-2-((tert-butyldimethylsilyl)oxy)cyclohexyl)benzo[b]thiophen-6-amine